C1(CC1)S(=O)(=O)O[C@H]1[C@@H](N(C1=O)C=1C=C2C=3C=CC=CC3C=CC2=C2C=CC=CC12)C1=NC=C(C=C1)F |r| (±)-Trans-N-(chrysen-6-yl)-2-(5-fluoropyridin-2-yl)-4-oxoazetidin-3-yl cyclopropanesulfonate